5-(4-(1,1-dioxothiomorpholino) phenyl)-3a,6a-dimethylhexahydropyrrolo[3,4-c]pyrrole-2(1H)-carboxylate O=S1(CCN(CC1)C1=CC=C(C=C1)N1CC2(C(C1)(CN(C2)C(=O)[O-])C)C)=O